CC1(C(C1)C(=O)N1CCC2(C(C2)CNC(=O)C2=CC=3C(=CN=CC3)O2)CC1)C N-[[6-(2,2-dimethylcyclopropanecarbonyl)-6-azaspiro[2.5]octan-2-yl]methyl]furo[2,3-c]pyridine-2-carboxamide